[Ru]=O.[Ru] Ruthenium-Ruthenium Oxide